F[C@@H]1CN(CC[C@H]1NC1=NN2C(C(=N1)OC)=C(C=C2)C=2C=C1C=CC=NC1=CC2)C N-((3R,4R)-3-fluoro-1-methylpiperidin-4-yl)-4-methoxy-5-(quinolin-6-yl)pyrrolo[2,1-f][1,2,4]triazin-2-amine